O-(5-amino-1-((2-(trimethylsilyl)ethoxy)methyl)-1H-indazol-6-yl)-N-trityl-L-serine Methyl ester COC([C@@H](NC(C1=CC=CC=C1)(C1=CC=CC=C1)C1=CC=CC=C1)COC1=C(C=C2C=NN(C2=C1)COCC[Si](C)(C)C)N)=O